5-[(1R)-1-(3,5-dichloro-4-pyridyl)ethoxy]-3-[6-(1-methyl-1,6-diazaspiro[3.3]heptan-6-yl)-3-pyridyl]-1H-indazole ClC=1C=NC=C(C1[C@@H](C)OC=1C=C2C(=NNC2=CC1)C=1C=NC(=CC1)N1CC2(CCN2C)C1)Cl